NCCC=1C=CC(=NC1)C1=C(C=C(C#N)C=C1)OC=1N(N=C(C1)C)C 4-[5-(2-aminoethyl)pyridin-2-yl]-3-(2,5-dimethylpyrazol-3-yl)oxybenzonitrile